2-amino-6-(diethylaminomethyl)benzothiazole NC=1SC2=C(N1)C=CC(=C2)CN(CC)CC